ClC1=CC(=C(C(=O)NC2=CC=C(C(=O)O)C=C2)C=C1Cl)OC1=C(C=C(C=C1)F)OC 4-(4,5-dichloro-2-(4-fluoro-2-methoxyphenoxy)benzoylamino)benzoic acid